CSC=1N=C(C2=C(N1)CCC2)N2C[C@H]1C([C@@H](C2)C1)CC(=O)OCC ethyl 2-((1R,5S)-3-(2-(methylthio)-6,7-dihydro-5H-cyclopenta[d]pyrimidin-4-yl)-3-azabicyclo[3.1.1]heptan-6-yl)acetate